CN(C1=NC(=CC=C1[N+](=O)[O-])N(C)C)CC1=CN=C(S1)C N-methyl-N-((2-methylthiazol-5-yl)methyl)-6-dimethylamino-3-nitropyridin-2-amine